tert-butyl (5S,6S)-5-hydroxy-6-((R)-5H-imidazo[5,1-a]isoindol-5-yl)-2-azaspiro[3.3]heptane-2-carboxylate O[C@@H]1C2(CN(C2)C(=O)OC(C)(C)C)C[C@H]1[C@H]1N2C(C3=CC=CC=C13)=CN=C2